COC1=C(C=CC(=C1)C)S(=O)(=O)CC#N 2-(2-methoxy-4-methylphenyl)sulfonyl-acetonitrile